hexacenyl methacrylate C(C(=C)C)(=O)OC1=CC=CC2=CC3=CC4=CC5=CC6=CC=CC=C6C=C5C=C4C=C3C=C12